C1=C(C=CC2=CC=CC=C12)CC=1NC2=C(N1)C=CC=C2 2-(2-naphthylmethyl)benzimidazole